C(CCN=C(N)N)C[C@@H](C(=O)O)N The molecule is an L-lysine derivative that is the L-enantiomer of homoarginine. It has a role as an EC 3.1.3.1 (alkaline phosphatase) inhibitor, a human metabolite, a xenobiotic metabolite, a rat metabolite and a biomarker. It is a L-lysine derivative, a non-proteinogenic L-alpha-amino acid and a homoarginine. It is a conjugate base of a L-homoarginine(1+).